(S)-quinuclidin-3-yl (5-(4-fluorophenyl)-2,2-dimethyl-2,3-dihydro-1H-inden-1-yl)carbamate FC1=CC=C(C=C1)C=1C=C2CC(C(C2=CC1)NC(O[C@@H]1CN2CCC1CC2)=O)(C)C